1,2-bis(4-bromophenyl)disulfane BrC1=CC=C(C=C1)SSC1=CC=C(C=C1)Br